(S)-(+)-1-Aminoindan C1CC2=CC=CC=C2[C@H]1N